C(C=C)(=O)OCCCCCCCC[Si](OC)(C)C acryloyloxyoctyldimethylmethoxysilane